OCC=1CN(CCC1)C(=O)OC(C)(C)C tert-Butyl 3-(hydroxymethyl)-5,6-dihydro-2H-pyridine-1-carboxylate